FC1=CC=C2C(C(NC2=C1F)=O)(C1=CC=C(C=C1)O)C1=C2C=NNC2=C(C=C1)F 6,7-difluoro-3-(7-fluoro-1H-indazol-4-yl)-3-(4-hydroxyphenyl)indol-2-one